Kalium hexamethyldisilazid C[Si]([N-][Si](C)(C)C)(C)C.[K+]